2-{1-[2-(2-amino-thiazol-4-yl)-2-methoxyiminoacetylamino]-2-oxoethyl}-5,5-dimethyl-thiazolidine-4-carboxylic acid NC=1SC=C(N1)C(C(=O)NC(C=O)C1SC(C(N1)C(=O)O)(C)C)=NOC